FC1(CCC(CC1)CC(=O)Cl)F (4,4-difluorocyclohexyl)acetyl chloride